4-oxo-N-[[2-[[[rac-(1S,2R,4S)-7-oxabicyclo[2.2.1]heptane-5-en-2-yl]methylamino]methyl]-1H-indol-6-yl]methyl]pyrido[1,2-a]pyrimidine-2-carboxamide O=C1C=C(N=C2N1C=CC=C2)C(=O)NCC2=CC=C1C=C(NC1=C2)CNC[C@@H]2[C@@H]1C=C[C@H](C2)O1 |r|